1,1'-spirobiindane C12(CCC3=CC=CC=C13)CCC1=CC=CC=C12